N-[3-nitro-4-(2-Phenyl-Sulfanyl-Ethylamino)Phenyl]Sulfonyl-Benzamide [N+](=O)([O-])C=1C=C(C=CC1N(CCC1=CC=CC=C1)S)S(=O)(=O)NC(C1=CC=CC=C1)=O